C(C1=CC=CC=C1)OC1=CC(=C(C=C1F)C=1C=C2N(N=CC(=C2N[C@@H]2COCC2)C(=NC2=C(C=C(C(=C2)F)O)CC)N)C1)CC 6-(4-benzyloxy-2-ethyl-5-fluoro-phenyl)-N'-(2-ethyl-5-fluoro-4-hydroxy-phenyl)-4-[[(3S)-tetrahydrofuran-3-yl]amino]pyrrolo[1,2-b]pyridazine-3-carboxamidine